CC=1C(=NN(C(C1)=O)C1=CC=C(C=C1)OC)C(=O)N 4-methyl-6-oxo-1-(4-methoxyphenyl)-1,6-dihydropyridazine-3-amide